(5-(3,6-Dihydro-2H-pyran-4-yl)-6-(1-(dimethylamino)ethyl)pyridin-2-yl)carbamic acid tert-butyl ester C(C)(C)(C)OC(NC1=NC(=C(C=C1)C=1CCOCC1)C(C)N(C)C)=O